FC1=C(C(=CC=C1)F)C=1N(C(=NN1)C1=C2C(=NC=C1C#N)SC=C2)C 4-(5-(2,6-difluorophenyl)-4-methyl-4H-1,2,4-triazol-3-yl)thieno[2,3-b]pyridine-5-carbonitrile